C1(=CC=C(C=C1)C1(C=CC2=C(SC3=C2SC2=C3C=CC(=C2)N(C2=CC=C(C=C2)C)C2=CC=C(C=C2)C)C1)NC1=CC=C(C=C1)C)C 2,N2,N7,N7-tetra-p-tolylbenzo[b]benzo[4,5]thieno[2,3-d]thiophene-2,7-diamine